tert-butyl 3-[(4S)-4-[2,3-dichloro-6-(methoxymethoxy)phenyl]-2-oxopyrrolidin-1-yl]azetidine-1-carboxylate ClC1=C(C(=CC=C1Cl)OCOC)[C@@H]1CC(N(C1)C1CN(C1)C(=O)OC(C)(C)C)=O